C(C)(C)(C)OC(=O)NCCN1CCN(CC1)CC(=O)OCC ethyl 2-(4-(2-((tert-butoxycarbonyl)amino)ethyl)piperazin-1-yl)acetate